4-(2-(4-Amino-2-bromophenoxy)ethyl)piperazine-1-carboxylic acid tert-butyl ester C(C)(C)(C)OC(=O)N1CCN(CC1)CCOC1=C(C=C(C=C1)N)Br